F[C@@H]1[C@@H]([C@@H](N(C1)C(=O)C1OCC1)CC=1C(=C(C=CC1)C1=C(C(=CC=C1)F)F)F)NS(=O)(=O)CC N-{(2S,3R,4S)-4-fluoro-1-(oxetane-2-carbonyl)-2-[(2,2',3'-trifluoro[1,1'-biphenyl]-3-yl)methyl]pyrrolidin-3-yl}ethanesulfonamide